C(C(C)C)[C@@H]1C(N2[C@@H](N(O1)C(\C=C\C1=NC=CC=C1)=O)CN(C([C@@H]2CC(C)C)=O)C2CN(CCC2)C)=O (3R,6S,9aS)-3,6-diisobutyl-8-(1-methylpiperidin-3-yl)-1-((E)-3-(pyridin-2-yl)acryloyl)tetrahydropyrazino[2,1-c][1,2,4]oxadiazine-4,7(3H,6H)-dione